CN1C(C2=CC=C(C=C2C1)C1=CC2=C(OC3=C2CCCC3N[C@H](C)C3=CC=CC=C3)C=C1)=O 2-methyl-5-(6-(((R)-1-phenylethyl)amino)-6,7,8,9-tetrahydrodibenzo[b,d]furan-2-yl)isoindolin-1-one